6-(Difluoromethyl)-N-[2-(4-formylcyclohexyl)pyrazolo[3,4-c]pyridin-5-yl]pyridine-2-carboxamide FC(C1=CC=CC(=N1)C(=O)NC1=CC=2C(C=N1)=NN(C2)C2CCC(CC2)C=O)F